CN(C)CC1(CC1)COC=1N=C(C2=C(N1)CN(C2)C(=O)C2=CC(=CC1=CC=CC(=C21)I)O)N2C[C@H](CCC2)O (S)-(2-((1-((dimethylamino)methyl)cyclopropyl)methoxy)-4-(3-hydroxypiperidin-1-yl)-5,7-dihydro-6H-pyrrolo[3,4-d]pyrimidin-6-yl)(3-hydroxy-8-iodonaphthalen-1-yl)methanone